C[C@@H]1CN(C[C@@H](N1)C)C=1N=NC(=CN1)C1=C(C=C(C=C1)C=1N=C(C=2N(C1)N=C(N2)C)C)O 2-{3-[(3r,5s)-3,5-dimethylpiperazin-1-yl]-1,2,4-triazin-6-yl}-5-(2,8-dimethyl-[1,2,4]triazolo[1,5-a]pyrazin-6-yl)phenol